C(C1=CC=CC=C1)OC(=O)N1CC2(CC1C(=O)O)CCNCC2 2-benzyloxycarbonyl-2,8-diazaspiro[4.5]decane-3-carboxylic acid